phenyl phosphate ammonium salt [NH4+].P(=O)(OC1=CC=CC=C1)([O-])[O-].[NH4+]